6-[2-(benzyloxy)ethyl]-2,2,3,3,9,9,10,10-octamethyl-4,8-dioxa-3,9-disilaundecane C(C1=CC=CC=C1)OCCC(CO[Si](C(C)(C)C)(C)C)CO[Si](C(C)(C)C)(C)C